N[C@H]1CCCCNC([C@H]2CCC(N2C=2C=C(C=C1C2)F)=O)=O (6R,13S)-13-amino-16-fluoro-2,8-diazatricyclo[12.3.1.02,6]octadeca-1(18),14,16-triene-3,7-dione